N-(1-(4,4-difluoropiperidin-1-yl)-2-oxo-1,2-dihydropyridin-3-yl)-2-(4,4-dimethyl-1,4-azasilinan-1-yl)-4-((2-hydroxyethyl)sulfonamido)benzamide FC1(CCN(CC1)N1C(C(=CC=C1)NC(C1=C(C=C(C=C1)NS(=O)(=O)CCO)N1CC[Si](CC1)(C)C)=O)=O)F